((S)-6,8-dichloro-1-methyl-3,4-dihydroisoquinolin-2(1H)-yl)((R)-4-(2-((2-(3,3-difluoroazetidin-1-yl)ethyl)amino)oxazolo[4,5-c]pyridin-7-yl)morpholin-2-yl)methanone ClC=1C=C2CCN([C@H](C2=C(C1)Cl)C)C(=O)[C@H]1CN(CCO1)C=1C2=C(C=NC1)N=C(O2)NCCN2CC(C2)(F)F